N-(4-(4-amino-7-methyl-5-(4-((4-methylpyrimidin-2-yl)oxy)phenyl)-7H-pyrrolo[2,3-d]pyrimidin-6-yl)benzyl)acrylamide NC=1C2=C(N=CN1)N(C(=C2C2=CC=C(C=C2)OC2=NC=CC(=N2)C)C2=CC=C(CNC(C=C)=O)C=C2)C